C1(CC1)C[C@@H](C(=O)N[C@H](C(=O)OC)C[C@H]1C(NCC1)=O)NC(=O)C=1NC=2CCCCC2C1 methyl (2S)-2-[[(2S)-3-cyclopropyl-2-(4,5,6,7-tetrahydro-1H-indole-2-carbonylamino)propanoyl] amino]-3-[(3S)-2-oxopyrrolidin-3-yl]propanoate